FC(C(=O)O)(F)F.NCC(C1=CC=CC=C1)C=1C(=C(C(=CC1)Cl)C=1C(=CC=C(C1F)OCCOC)C(=O)N)F 3'-(2-Amino-1-phenylethyl)-6'-chloro-2',6-difluoro-5-(2-methoxyethoxy)-[1,1'-biphenyl]-2-carboxamide trifluoroacetate